O1CCOC2=NC=3C(=CC=NC3C=C21)OC2=C(C=C(C=C2)NC(=O)C2(CC2)C(=O)NC2=CC=C(C=C2)F)F 1-N'-[4-(2,3-dihydro-[1,4]dioxino[2,3-b][1,5]naphthyridin-6-yloxy)-3-fluorophenyl]-1-N-(4-fluorophenyl)cyclopropane-1,1-dicarboxamide